(S)-N-[(R)-(4,5-dichloro-2-hydroxyphenyl)([1-[(2S)-5-oxomorpholine-2-carbonyl]piperidin-4-yl])methyl]-2-methylpropane-2-sulfinamide ClC1=CC(=C(C=C1Cl)[C@H](N[S@@](=O)C(C)(C)C)C1CCN(CC1)C(=O)[C@@H]1CNC(CO1)=O)O